CC=1C=C(C=CC1C=1C=2C(=C(SC2N2C(=NN=C2[C@@H](N1)C)C)C)C)C1CCC2(CCN(C2)C(=O)OC(C)(C)C)CC1 tert-butyl 8-[3-methyl-4-[(9S)-4,5,9,13-tetramethyl-3-thia-1,8,11,12-tetrazatricyclo[8.3.0.02,6]trideca-2(6),4,7,10,12-pentaen-7-yl]phenyl]-2-azaspiro[4.5]decane-2-carboxylate